[(2S,5aR,6S,7R,8aS)-6-({[dimethyl(2-methyl-2-propanyl)silyl]oxy}methyl)-7-(tetrahydro-2H-pyran-2-yloxy)-3,5a,6,7,8,8a-hexahydro-2H-cyclopenta[b]oxepin-2-yl]methanol C[Si](OC[C@H]1[C@@H](C[C@@H]2O[C@@H](CC=C[C@@H]21)CO)OC2OCCCC2)(C(C)(C)C)C